CNN(NC)CC N,N-dimethylaminoethylamine